Cl.NC\C=C(\CN1C=NC2=C1C=C(C=C2C2=CC(=CC=C2)S(=O)(=O)C)C(=O)OC)/F Methyl (Z)-1-(4-amino-2-fluorobut-2-en-1-yl)-4-(3-(methylsulfonyl)phenyl)-1H-benzo[d]imidazole-6-carboxylate hydrochloride